C(C[C@@](O)(C)CCO)(=O)O.O1NC=CC=C1 oxazine (mevalonate)